Cl.N[C@H](CO)C1=CC(=CC(=C1)OC)F (S)-2-amino-2-(3-fluoro-5-methoxyphenyl)ethane-1-ol hydrochloride